6-chloro-N-[5-(cyanomethyl)-4,6-dimethoxy-pyrimidin-2-yl]-1H-indole-3-sulfonamide ClC1=CC=C2C(=CNC2=C1)S(=O)(=O)NC1=NC(=C(C(=N1)OC)CC#N)OC